(1R,3S)-3-[3-({[1-(2-meth-oxyethyl)-1H-pyrazol-5-yl]carbonyl}amino)-1H-pyrazol-5-yl]cyclopentyl tert-butylcarbamate C(C)(C)(C)NC(O[C@H]1C[C@H](CC1)C1=CC(=NN1)NC(=O)C1=CC=NN1CCOC)=O